6-Chloro-3-((1-(4-chlorobenzoyl)-4-hydroxypiperidin-4-yl)methyl)-7-(4-(morpholin-3-yl)phenyl)-3,7-dihydro-4H-pyrrolo[2,3-d]pyrimidin-4-one ClC1=CC2=C(N=CN(C2=O)CC2(CCN(CC2)C(C2=CC=C(C=C2)Cl)=O)O)N1C1=CC=C(C=C1)C1NCCOC1